(R)-3-fluoro-4'-methoxy-N-(1-methyl-1H-pyrrolo[2,3-c]pyridin-5-yl)-N-(piperidin-3-yl)-[1,1'-biphenyl]-4-carboxamide FC=1C=C(C=CC1C(=O)N([C@H]1CNCCC1)C=1C=C2C(=CN1)N(C=C2)C)C2=CC=C(C=C2)OC